4-amino-N-(1-((2-fluorophenyl)amino)-6-methylisoquinolin-5-yl)quinazoline-8-carboxamide NC1=NC=NC2=C(C=CC=C12)C(=O)NC1=C2C=CN=C(C2=CC=C1C)NC1=C(C=CC=C1)F